N1=C(C=CC=C1)C1CCOCC1 4-(pyridin-2-yl)oxan